glycerol eicosenoate C(C=CCCCCCCCCCCCCCCCCC)(=O)OCC(O)CO